O=C1N[C@@H]2[C@@H](OC1)CCN(C2)C(=O)OCC2=CC=CC=C2 |r| rac-Benzyl (4aS,8aS)-3-oxohexahydro-2H-pyrido[4,3-b][1,4]oxazine-6(5H)-carboxylate